9-[4-(2-hydroxyethoxy)-phenyl]thianthrene indium-tin [Sn].[In].OCCOC1=CC=C(C=C1)C=1C=CC=C2SC=3C=CC=CC3SC12